(1-(7-iodo-2,3-dihydrobenzofuran-5-yl)-3-methylbutan-2-yl)carbamic acid tert-butyl ester C(C)(C)(C)OC(NC(CC=1C=C(C2=C(CCO2)C1)I)C(C)C)=O